O1[C@H](COCC1)CN1N=C2C3=C(CCC2=C1)OC(=C3C(F)(F)F)C(=O)NC[C@H]3O[C@@H](CC3)C 2-{[(2S)-1,4-Dioxan-2-yl]methyl}-N-{[(2S,5R)-5-methyloxolan-2-yl]methyl}-8-(trifluoromethyl)-4,5-dihydro-2H-furo[2,3-g]indazol-7-carboxamid